3-bromo-N-(pyridin-3-yl)-6-(trifluoromethyl)pyridin-2-amine BrC=1C(=NC(=CC1)C(F)(F)F)NC=1C=NC=CC1